(2S,4R)-4-fluoro-N-[(S)-[6-fluoro-5-(propan-2-yl)pyridin-2-yl](phenyl)methyl]-1-[2-(1H-pyrazol-1-yl)acetyl]pyrrolidine-2-carboxamide F[C@@H]1C[C@H](N(C1)C(CN1N=CC=C1)=O)C(=O)N[C@@H](C1=CC=CC=C1)C1=NC(=C(C=C1)C(C)C)F